Cl.FC1=C(C=CC=C1)S(=O)(=O)NC=1C(=NC=C(C1)C1=CC=2C3=C(C=NC2C=C1)N(C(C31CCC1)=O)C)OCCCN1CCCCC1 2-Fluoro-N-(5-(3'-methyl-2'-oxo-2',3'-dihydrospiro[cyclobutane-1,1'-pyrrolo[2,3-c]quinolin]-8'-yl)-2-(3-(piperidin-1-yl)propoxy)pyridin-3-yl)benzenesulfonamide hydrochloride